3-[1-({2-[(4,4-dimethyl-1-piperidinyl)methyl]-1H-indol-6-yl}methyl)-1H-1,2,3-triazol-4-yl]-5-methoxy-2-pyridinecarbonitrile CC1(CCN(CC1)CC=1NC2=CC(=CC=C2C1)CN1N=NC(=C1)C=1C(=NC=C(C1)OC)C#N)C